FC(OC1=C(C=C(C=C1)OC)NC(=O)N1CC(CC1)(C1=NC=NS1)C1=CC(=C(C=C1)C)F)F N-(2-(difluoromethoxy)-5-methoxyphenyl)-3-(3-fluoro-4-methylphenyl)-3-(1,2,4-thiadiazol-5-yl)pyrrolidine-1-carboxamide